(3-bromophenyl)(imino)(phenyl)-λ6-sulfanone BrC=1C=C(C=CC1)S(=O)(C1=CC=CC=C1)=N